C1(CC1)C=1C=NC(=NC1)N1CC(C(CC1)NC(CCOCC[C@H](C)NC=1C=NNC(C1C(F)(F)F)=O)=O)(F)F N-(1-(5-cyclopropylpyrimidin-2-yl)-3,3-difluoropiperidin-4-yl)-3-((S)-3-((6-oxo-5-(trifluoromethyl)-1,6-dihydropyridazin-4-yl)amino)butoxy)propanamide